C(C)OC1=NC=CC=C1C=1C=C(C=2N(N1)C(=NC2C(C)C)C)NCC2=CN=C(O2)C 2-(2-ethoxy-3-pyridinyl)-5-isopropyl-7-methyl-N-[(2-methyloxazol-5-yl)methyl]imidazo[1,5-b]pyridazin-4-amine